FC1(CC2(CC(C2)NC2=NC(=NC(=N2)NC2=CC(=NC=C2)C(F)(F)F)C2=NC(=CN=C2)C(F)(F)F)C1)F N2-(6,6-difluorospiro[3.3]heptan-2-yl)-6-(6-(trifluoromethyl)pyrazin-2-yl)-N4-(2-(trifluoromethyl)pyridin-4-yl)-1,3,5-triazine-2,4-diamine